8-methoxy-6-(hexahydropyrazin-1-yl)-12H-thiochromeno[2,3-c]quinolin-12-one COC1=CC=CC=2C(C3=C(C(=NC4=CC=CC=C34)N3CCNCC3)SC12)=O